[Si](C1=CC=CC=C1)(C1=CC=CC=C1)(C(C)(C)C)OC[C@@H]1N(C(C[C@H]1CCC)=O)C(=O)OC(C)(C)C tert-butyl (2R,3R)-2-[[tert-butyl(diphenyl)silyl]oxymethyl]-5-oxo-3-propyl-pyrrolidine-1-carboxylate